1-(4-aminophenyl)-ethanol NC1=CC=C(C=C1)C(C)O